C1(=CC=C2C=CC3=CC=CC4=CC=C1C2=C34)C=CC3=CC=C(C=C3)C3=CC=NC=C3 4-(4-(2-(pyren-1-yl)vinyl)phenyl)pyridine